(5s,8r)-N-(2,4-dichlorobenzyl)-5-fluoro-8-hydroxy-8-methyl-5,6,7,8-tetrahydroquinoline-5-carboxamide ClC1=C(CNC(=O)[C@]2(C=3C=CC=NC3[C@](CC2)(C)O)F)C=CC(=C1)Cl